Cl.FC=1C=C(C=CC1)C1=CC=C(C=C1)C1=CC=C(N1)C(=O)N (2S,5R)-5-[4-(3-fluorophenyl)phenyl]-1H-pyrrole-2-carboxamide hydrochloride